NCC1=C(C=C(C=C1)NC(=O)C1=CC2=C(OCCC3=C2SC=C3)C=C1C=1C(=NC(=CC1)C(NCCC)=O)C(=O)OC)F methyl 3-(9-((4-(aminomethyl)-3-fluorophenyl)carbamoyl)-4,5-dihydrobenzo[b]thieno[2,3-d]oxepin-8-yl)-6-(propylcarbamoyl)picolinate